(S)-1-chloro-3-(2,6-dichloro-4-(2-(4-((S)-2-hydroxy-3-morpholinopropoxy)phenyl)propan-2-yl)phenoxy)propan-2-ol ClC[C@H](COC1=C(C=C(C=C1Cl)C(C)(C)C1=CC=C(C=C1)OC[C@H](CN1CCOCC1)O)Cl)O